(4-(3-Methyloxyoxetan-3-yl)phenyl)(4-(4-(methylthio)phenyl)piperidin-1-yl)methanone COC1(COC1)C1=CC=C(C=C1)C(=O)N1CCC(CC1)C1=CC=C(C=C1)SC